ClC1=C(C=C(C=C1)N(C(=O)C1N(NC(C1)=O)C1=NC(=CC(=N1)C#C)C(F)(F)F)C)C N-(4-chloro-3-methylphenyl)-2-(4-ethynyl-6-(trifluoromethyl)pyrimidin-2-yl)-N-methyl-5-oxopyrazolidine-3-carboxamide